Cl.N1(CCNCC1)C=1C=CC(=NC1)C(=O)OC methyl 5-(piperazin-1-yl)picolinate hydrochloride